3-(1,4-dimethyl-1H-benzo[d][1,2,3]triazol-5-yl)-3-(3-(((R)-2-ethyl-2,3-dihydro-[1,4]oxazepino[6,7-c]quinolin-4(5H)-yl)methyl)-4-methylphenyl)-2,2-dimethylpropanoic acid CN1N=NC2=C1C=CC(=C2C)C(C(C(=O)O)(C)C)C2=CC(=C(C=C2)C)CN2C[C@H](OC1=C(C=NC=3C=CC=CC13)C2)CC